5,15-bis(3-octyl-1-tridecyl)-porphyrin C(CCCCCCC)C(CCC=1C2=CC=C(N2)C=C2C=CC(C(=C3C=CC(=CC=4C=CC1N4)N3)CCC(CCCCCCCCCC)CCCCCCCC)=N2)CCCCCCCCCC